Ethyl 2-[5-(5-amino-4-cyano-1-isopropyl-pyrazol-3-yl)pyrimidin-2-yl]acetate NC1=C(C(=NN1C(C)C)C=1C=NC(=NC1)CC(=O)OCC)C#N